tert-butyl (2-iodo-6,7-dihydro-4H-thieno[3,2-c]pyran-4-yl)-methylcarbamate IC1=CC=2C(OCCC2S1)N(C(OC(C)(C)C)=O)C